ClC1=C(C(=CC=C1)C)NC(C1=C(C=C(C(=C1)F)N1N=C2N(CCCC2)C1=O)O[C@H](C(F)(F)F)C)=O N-(2-chloro-6-methylphenyl)-5-fluoro-4-(3-oxo-5,6,7,8-tetrahydro[1,2,4]triazolo[4,3-a]pyridin-2(3H)-yl)-2-{[(2S)-1,1,1-trifluoropropan-2-yl]oxy}benzamide